N-((1S)-1-cyclohexyl-2-((2-(methylcarbamoyl)-2,3-dihydro-1H-inden-5-yl)amino)-2-oxoethyl)-1-methyl-1H-pyrazole-5-carboxamide C1(CCCCC1)[C@@H](C(=O)NC=1C=C2CC(CC2=CC1)C(NC)=O)NC(=O)C1=CC=NN1C